(7S)-3-{2-[(3S)-3-Acetamidopyrrolidin-1-yl]ethyl}-7-methyl-2-[2-(2-oxo-1,2-dihydropyridin-1-yl)ethyl]-3H,6H,7H,8H,9H-imidazo[4,5-f]chinolin C(C)(=O)N[C@@H]1CN(CC1)CCN1C(=NC2=C3CC[C@@H](NC3=CC=C21)C)CCN2C(C=CC=C2)=O